C(C)(C)(C)OC(=O)N(C1CC2=C(OC1)C=C(S2)C(=O)O)C 6-[tert-butoxycarbonyl(methyl)amino]-6,7-dihydro-5H-thieno[3,2-b]pyran-2-carboxylic acid